NC1=CC=C2C(=NC(=NC2=C1)NCC1=C(C=C(C=C1)OC)OC)N1C[C@@H](CC1)NC(OC(C)(C)C)=O (R)-tert-butyl (1-(7-amino-2-((2,4-dimethoxybenzyl)amino)quinazolin-4-yl)pyrrolidin-3-yl)carbamate